1-methylpyridin-1-ium trifluoromethanesulfonate FC(S(=O)(=O)[O-])(F)F.C[N+]1=CC=CC=C1